methyl 1-(6-chloropyridazin-4-yl)-4-(cyclohexyloxy)piperidine-4-carboxylate ClC1=CC(=CN=N1)N1CCC(CC1)(C(=O)OC)OC1CCCCC1